C(C1=CC=CC=C1)OC(=O)N[C@H](C(=O)O)CCNS(=O)(=O)C1=C(C=CC=C1)[N+](=O)[O-] (S)-2-(((benzyloxy)carbonyl)amino)-4-(2-nitrophenylsulfonamido)butanoic acid